sebacic acid, bis(2,2,6,6-tetramethyl-1-(octyloxy)-4-piperidyl) ester C(CCCCCCCCC(=O)OC1CC(N(C(C1)(C)C)OCCCCCCCC)(C)C)(=O)OC1CC(N(C(C1)(C)C)OCCCCCCCC)(C)C